BrC=1C=C(C=CC1)C(CC(=O)OCC)O ethyl 3-(3-bromophenyl)-3-hydroxypropionate